Methyl 2-((2-isopropoxyethyl) amino)-4-methoxybenzoate C(C)(C)OCCNC1=C(C(=O)OC)C=CC(=C1)OC